N-(5,6-dimethylpyridin-3-yl)-2-((2R,5S)-5-methyl-2-(2-(1-methylpiperidin-4-yl)benzo[d]thiazol-5-yl)piperidin-1-yl)-2-oxoacetamide CC=1C=C(C=NC1C)NC(C(=O)N1[C@H](CC[C@@H](C1)C)C=1C=CC2=C(N=C(S2)C2CCN(CC2)C)C1)=O